6-(3-hydroxybenzylamino)-9-β-D-arabinofuranosylpurine OC=1C=C(CNC2=C3N=CN(C3=NC=N2)[C@H]2[C@@H](O)[C@H](O)[C@H](O2)CO)C=CC1